FC=1C=C(C=CC1OC)C1=CN=C2N1C=CN=C2NC2=CC(=C(C(=O)N[C@@H]1[C@@H](CNCC1)F)C=C2)C 4-[[3-(3-fluoro-4-methoxyphenyl)imidazo[1,2-a]pyrazin-8-yl]amino]-N-[(3R,4S)-3-fluoropiperidin-4-yl]-2-methyl-benzamide